C(C)(=O)O.C(C)N(CC)CC ethyldiethylamine acetate